cetyl erucate stearate C(CCCCCCCCCCCCCCCCC)(=O)O.C(CCCCCCCCCCC\C=C/CCCCCCCC)(=O)OCCCCCCCCCCCCCCCC